(3-methoxy-4-((2-(trimethylsilyl)ethoxy)methoxy)phenyl)methanol COC=1C=C(C=CC1OCOCC[Si](C)(C)C)CO